NC=1C2=C(N=CN1)N(C(=C2C2=CC=C(C(=O)NCC(F)F)C=C2)C2=CC=C(C=C2)NC(C(=C)C)=O)C 4-(4-amino-6-(4-methacrylamido-phenyl)-7-methyl-7H-pyrrolo[2,3-d]pyrimidin-5-yl)-N-(2,2-difluoroethyl)benzamide